Benzyl 1-((1R,3R,5S)-8-((((tertbutoxycarbonyl)amino)oxy)(imino)methyl)-8-azabicyclo[3.2.1]octan-3-yl)piperidine-4-carboxylate C(C)(C)(C)OC(=O)NON=CN1[C@H]2CC(C[C@@H]1CC2)N2CCC(CC2)C(=O)OCC2=CC=CC=C2